3-(5-ethyl-1,3-thiazol-2-yl)-5-[(2R)-morpholin-2-ylmethoxy]-N-{(1R)-1-[6-(trifluoromethyl)pyridazin-3-yl]ethyl}benzamide C(C)C1=CN=C(S1)C=1C=C(C(=O)N[C@H](C)C=2N=NC(=CC2)C(F)(F)F)C=C(C1)OC[C@H]1CNCCO1